NC1=NC=CC=C1C1=C(C=CC=C1)C#CC1=NNC2=CC=C(C=C12)C(=O)N1CC2(C1)CNCCC2 (3-((2-(2-Aminopyridin-3-yl)phenyl)ethynyl)-1H-indazol-5-yl)(2,6-diazaspiro[3.5]nonan-2-yl)methanone